CN(C(OC(C)(C)C)=O)C1C[C@H]2CCC[C@@H](C1)N2C(CC)=O tert-butyl methyl((1R,3s,5S)-9-propionyl-9-azabicyclo[3.3.1]nonan-3-yl)carbamate